N1(N=NN=C1)C[C@H](C)OC=1C=C(C=CC1Cl)C=1C=NC(=NC1)NC=1C(=NN(C1)C1CCC(CC1)N1CCOCC1)OCCC=1OC=CN1 5-(3-(((S)-1-(1H-tetrazol-1-yl)propan-2-yl)oxy)-4-chlorophenyl)-N-(1-((1r,4r)-4-morpholinocyclohexyl)-3-(2-(oxazol-2-yl)ethoxy)-1H-pyrazol-4-yl)pyrimidin-2-amine